4-(hydroxymethyl)benzoic acid phenyl ester C1(=CC=CC=C1)OC(C1=CC=C(C=C1)CO)=O